rac-tert-butyl (1R,5R)-6-oxo-2-azabicyclo[3.2.0]heptane-2-carboxylate O=C1[C@@H]2CCN([C@@H]2C1)C(=O)OC(C)(C)C |r|